ClC1=CC(=NC(=C1)Cl)C(=O)O 4,6-Dichloropyridine-2-carboxylic acid